C(C=C)C(=O)O prop-2-enecarboxylic acid